FC=1C=CC(=NC1)NC(=O)C1=CC(=CC=2N1C=NC2)C=2C=NC=CC2C N-(5-Fluoropyridin-2-yl)-7-(4-methylpyridin-3-yl)imidazo[1,5-a]pyridine-5-carboxamide